OC1=C(C=CC(=C1)OC)NC(=S)N N-(2-hydroxy-4-methoxyphenyl)thiourea